(S)-N-(2-amino-1-(3-chlorophenyl)ethyl)-1-(2-((4-fluorophenyl)amino)-5-methyl-pyrimidin-4-yl)-1H-imidazole-4-carboxamide NC[C@H](C1=CC(=CC=C1)Cl)NC(=O)C=1N=CN(C1)C1=NC(=NC=C1C)NC1=CC=C(C=C1)F